4-pentenyl ether C(CCC=C)OCCCC=C